C(C)(C)C=1CC2=CC=CC=C2C1 2-isopropyl-inden